BrC1=C(C=O)C=CC=C1OCC#C 2-bromo-3-(prop-2-yn-1-yloxy)benzaldehyde